C(C1=CC(C(=O)OCCCCCCC(C)C)=CC=C1)(=O)OCCCCCCC(C)C di-isononyl isophthalate